1-(4-(2-(2,6-dimethylpyridin-4-yl)-3-isopropyl-1H-indol-5-yl)piperidin-1-yl)-2-((3-hydroxypropyl)(methyl)amino)ethan-1-one CC1=NC(=CC(=C1)C=1NC2=CC=C(C=C2C1C(C)C)C1CCN(CC1)C(CN(C)CCCO)=O)C